(R)-6-(4-(1-acetyl-4-acryloylpiperazin-2-yl)-6-chloropyridin-2-yl)-2-methoxy-N-methylpyrimidine-4-carboxamide C(C)(=O)N1[C@@H](CN(CC1)C(C=C)=O)C1=CC(=NC(=C1)Cl)C1=CC(=NC(=N1)OC)C(=O)NC